C(C)(=O)C1=NC=CC(C1OCC1=CC=CC=C1)=O 2-acetyl-3-benzyloxypyridin-4-one